C1(CC1)S(=O)(C1=CC=C(C=C1)OC1=CC=NC2=CC(=CC=C12)OC)=N cyclopropyl(imino)(4-((7-methoxyquinolin-4-yl)oxy)phenyl)-λ6-sulfanone